methyl 5-amino-2-fluoro-4-methylbenzoate NC=1C(=CC(=C(C(=O)OC)C1)F)C